1-(3-(methoxycarbonyl)phenyl)-3-methyl-5-oxo-4,5-dihydro-1H-pyrazole-4-carboxylate COC(=O)C=1C=C(C=CC1)N1N=C(C(C1=O)C(=O)[O-])C